CC1(C2C(NCC21)C(=O)O)C 4,4-dimethyl-2,3,3a,4a-tetrahydro-1H-cyclopropa[1,2-c]pyrrole-1-carboxylic acid